C(C)(C)(C)OC(=O)N(C(OC(C)(C)C)=O)C=1C2=C(N=CN1)NC=C2 tert-butyl N-[(tert-butoxy)carbonyl]-N-{7H-pyrrolo[2,3-d]pyrimidin-4-yl}carbamate